OCC(CCCC(C(=O)OC)(C1=CC(=CC=C1)B1OC(C(O1)(C)C)(C)C)C([2H])([2H])[2H])(C)C methyl 7-hydroxy-6,6-dimethyl-2-(methyl-d3)-2-(3-(4,4,5,5-tetramethyl-1,3,2-dioxaborolan-2-yl)phenyl)heptanoate